2-methyl-4,5,6,7-tetrahydro-2H-indazol-7-ol CN1N=C2C(CCCC2=C1)O